COC=1C=C(C=C(C1)OC)C(CCC(=O)O)C(C1=C(C=C(C=C1F)F)F)=O 4-(3,5-dimethoxyphenyl)-5-oxo-5-(2,4,6-trifluorophenyl)pentanoic acid